ONC(=O)C=1C=C2CN3[C@H](C2=CC1)CCC3 (S)-N-hydroxy-2,3,5,9b-tetrahydro-1H-pyrrolo[2,1-a]isoindole-7-carboxamide